6-(Phenoxymethyl)-1-(tetrahydro-2H-pyran-4-yl)-1H-pyrazolo[3,4-d]pyrimidin-4(5H)-one O(C1=CC=CC=C1)CC=1NC(C2=C(N1)N(N=C2)C2CCOCC2)=O